(3-{[(ethylimino)methylene]Amino}propyl)dimethylamine C(C)N=C=NCCCN(C)C